COC1=CC=CC2=C1OC=1CN(CCC12)CCCOC1=CC=C2C=CC(NC2=C1)=O 7-(3-(8-methoxy-3,4-dihydrobenzofuro[2,3-c]pyridin-2(1H)-yl)propoxy)quinolin-2(1H)-one